C(C#CC#CCO)O hexane-2,4-diyne-1,6-diol